C(C1=CC=CC=C1)ON1C(C2=CC(=C(C=C2C1)I)OCC)=O 2-(benzyloxy)-6-ethoxy-5-iodoisoindolin-1-one